C1(CCCC1)N1C(=CC2=C1N=C(N=C2)NC2=CC=C(C=C2)CCN2CCN(CC2)CC2=CC=C(C=C2)C2C(NC(CC2)=O)=O)C(=O)N(C)C 7-cyclopentyl-2-((4-(2-(4-(4-(2,6-dioxopiperidin-3-yl)benzyl)-piperazin-1-yl)-ethyl)phenyl)amino)-N,N-dimethyl-7H-pyrrolo[2,3-d]pyrimidine-6-carboxamide